ClC=1C=CC(=C(C1)C1=NN(C=C1NC(=O)C=1C=NN2C1N=CC=C2)CC2NCCC2)OC N-(3-(5-chloro-2-methoxyphenyl)-1-(pyrrolidin-2-ylmethyl)-1H-pyrazol-4-yl)pyrazolo[1,5-a]pyrimidine-3-carboxamide